1-N-butyl-2-piperidone C(CCC)N1C(CCCC1)=O